FC(C=1C=C(C=C(C1)C(F)(F)F)NC(=O)C1=NC(=CC=C1)C(=O)NC1=C(C=C(C=C1F)C1=C(C=CC=C1)C=1C(=NC=CC1)F)F)(F)F N2-(3,5-Bis(trifluoromethyl)phenyl)-N6-(3,5-difluoro-2'-(2-fluoropyridin-3-yl)-[1,1'-biphenyl]-4-yl)pyridine-2,6-dicarboxamide